[Cl-].[Cl-].CC=1C(C2=CC=CC(=C2C1)C1=CC=CC=C1)[Zr+2]C1C(=CC2=C(C=CC=C12)C1=CC=CC=C1)C bis(2-methyl-4-phenyl-indenyl)zirconium dichloride